C1(CCC1)NC(C1=C(C=C(C(=C1)OC1=C(C=C(C=C1Cl)N1N=C(C(NC1=O)=O)C(F)F)Cl)F)O)=O N-cyclobutyl-5-[2,6-dichloro-4-[6-(difluoromethyl)-3,5-dioxo-1,2,4-triazin-2-yl]phenoxy]-4-fluoro-2-hydroxy-benzamide